2,2-bis(p-hydroxyphenyl)pentane OC1=CC=C(C=C1)C(C)(CCC)C1=CC=C(C=C1)O